C(#N)CCC[Si](O[Si](CCCC#N)(C)C)(C)C 1,3-Bis(3-cyanopropyl)tetramethyldisiloxan